methyl 4-cyclopropoxy-6-methylpyridine-3-carboxylate C1(CC1)OC1=C(C=NC(=C1)C)C(=O)OC